N-((2S)-1,1-dicyclopropyl-3-((2-fluoro-4-((2S)-1-oxo-1-(3-(trifluoromethyl)morpholino)propan-2-yl)phenyl)amino)-3-oxopropan-2-yl)-1-isopropyl-1H-pyrazole-5-carboxamide C1(CC1)C([C@@H](C(=O)NC1=C(C=C(C=C1)[C@@H](C(N1C(COCC1)C(F)(F)F)=O)C)F)NC(=O)C1=CC=NN1C(C)C)C1CC1